6-nitro-1,4-dihydroquinazolin-2-one [N+](=O)([O-])C=1C=C2CNC(NC2=CC1)=O